2-fluoro-1,3-dimethylpyridinium FC1=[N+](C=CC=C1C)C